COC(C1=CC(=NC=C1)C1=CC2=CC=CC=C2C=C1)=O 2-(naphthalene-2-yl)isonicotinic acid methyl ester